COC1(CC(C1)C(=O)NO)OC 3,3-dimethoxy-cyclobutanecarbohydroxamic acid